O1CCOC12CCC(CC2)=NNC2=CC(NC=N2)=O 6-(2-(1,4-dioxaspiro[4.5]decan-8-ylidene)hydrazineyl)pyrimidin-4(3H)-one